N,N-DIETHYLFORMAMIDE C(C)N(C=O)CC